(6,6-difluoro-1-(3-methoxyphenyl)-3-azabicyclo[3.1.0]hex-3-yl)((5R)-7,7-dimethyl-5-phenyl-4,5,6,7-tetrahydropyrazolo[1,5-a]pyrimidin-3-yl)methanone FC1(C2CN(CC12C1=CC(=CC=C1)OC)C(=O)C=1C=NN2C1N[C@H](CC2(C)C)C2=CC=CC=C2)F